N-[4-[4-[[2-(4-chlorophenyl)-4,4-dimethylcyclohexen-1-yl]methyl]piperazin-1-yl]phenyl]sulfonyl-5-fluoro-6-(1-methyl-1H-indazol-5-yl)pyridine-2-carboxamide ClC1=CC=C(C=C1)C1=C(CCC(C1)(C)C)CN1CCN(CC1)C1=CC=C(C=C1)S(=O)(=O)NC(=O)C1=NC(=C(C=C1)F)C=1C=C2C=NN(C2=CC1)C